BrC=1N=C(C(=NC1)N(C(OC(C)(C)C)=O)C(=O)OC(C)(C)C)OC tert-butyl (5-bromo-3-methoxypyrazin-2-yl)(tert-butoxycarbonyl)carbamate